C1(=CC=CC=C1)[C@H]1COCC(N1C1=NC=C(N=C1)C1=NOC(=N1)C(F)(F)F)=O |r| (SR)-5-phenyl-4-{5-[5-(trifluoromethyl)-1,2,4-oxadiazol-3-yl]pyrazin-2-yl}morpholin-3-one